1-(4-fluorophenyl)-4-methoxy-2-oxo-1,2-dihydropyridine-3-carbonyl chloride FC1=CC=C(C=C1)N1C(C(=C(C=C1)OC)C(=O)Cl)=O